1,2-dimethylpyrrolidinium C[NH+]1C(CCC1)C